(E)-N-(4-(N-acetyl-O-benzyl-D-seryl)aminocyclohexyl)-α-cyano-3-(4-hydroxyphenyl)acrylamide C(C)(=O)N[C@H](COCC1=CC=CC=C1)C(=O)NC1CCC(CC1)NC(\C(=C\C1=CC=C(C=C1)O)\C#N)=O